Cl.O[C@H]1[C@@H](CCCC1)NC1=C(C(=C(N=N1)C1=C(C=CC=C1C(F)(F)F)O)C)C 2-(6-{[(R-1R,2R)-2-hydroxycyclohexyl]amino}-4,5-dimethylpyridazine-3-yl)(trifluoromethyl)phenol monohydrochloride